5-(4-t-butoxycarbonyl-2-methyl-piperazin-1-yl)-2-methyl-benzoic acid C(C)(C)(C)OC(=O)N1CC(N(CC1)C=1C=CC(=C(C(=O)O)C1)C)C